OC12OC3=C(C1(C(C1=CC=CC(=C12)[N+](=O)[O-])=O)NS(=O)(=O)CCC)C=CC(=C3)C(C)C N-(4b-hydroxy-7-isopropyl-4-nitro-10-oxo-4b,10-dihydro-9bH-indeno[1,2-b]benzofuran-9b-yl)propane-1-sulfonamide